Cl.NCC#CC1=CC=C(O1)C(=O)NCCCNC(C[C@H]1C=2N(C3=C(C(=N1)C1=CC=C(C=C1)Cl)C(=C(S3)C)C)C(=NN2)C)=O (S)-5-(3-aminoprop-1-yn-1-yl)-N-(3-(2-(4-(4-chlorophenyl)-2,3,9-trimethyl-6H-thieno[3,2-f][1,2,4]triazolo[4,3-a][1,4]diazepin-6-yl)acetamido)propyl)furan-2-carboxamide hydrochloride